4,6-dichloro-1-cyclobutyl-3-ethylpyrazolo[3,4-d]pyrimidine ClC1=C2C(=NC(=N1)Cl)N(N=C2CC)C2CCC2